N=C(CCC)NCCC[C@H](N)C(=O)O N5-(1-iminobutyl)-L-ornithine